CS(=O)(=O)OCCCCCCCCNC(=O)OC(C)(C)C 8-((tert-butoxycarbonyl)amino)octyl methanesulfonate